N-benzyl-2-(5-(4-(2-(3,3-difluoroazetidin-1-yl)ethoxy)phenyl)pyridin-2-yl)acetamide C(C1=CC=CC=C1)NC(CC1=NC=C(C=C1)C1=CC=C(C=C1)OCCN1CC(C1)(F)F)=O